O[C@H]1[C@@H]([C@@H]([C@H](C1)O)/C=C/C(CCC(=O)OC)O)C\C=C/CC (E)-methyl 6-((1S,2R,3R,5S)-3,5-dihydroxy-2-((Z)-pent-2-en-1-yl)cyclopentyl)-4-hydroxyhex-5-enoate